FN1CC=2C=NC=CC2C1=O fluoro-2,3-dihydro-1H-pyrrolo[3,4-c]pyridin-1-one